(1-propoxypropan-2-yl) carbamate C(N)(OC(COCCC)C)=O